6-(pyridin-4-yl)pyrazine N1=CC=C(C=C1)C1=CN=CC=N1